5-Fluoro-2-(8-(2,5-difluoro-4-methylbenzyl)-[1,2,4]triazolo[1,5-a]pyrazin-6-yl)pyrimidin-4-ol FC=1C(=NC(=NC1)C=1N=C(C=2N(C1)N=CN2)CC2=C(C=C(C(=C2)F)C)F)O